CN1N=CC2=CC=CC(=C12)C1=CC=2N=CN=C(C2C=N1)N1CCNCC1 7-(1-methyl-1H-indazol-7-yl)-4-(piperazin-1-yl)pyrido[4,3-d]pyrimidine